O1C(=NC2=C1C=CC=C2)C=2C=C1C=CC(=CC1=CC2)NC(OCC2=CC(=C(C=C2)C=O)O)=O 4-formyl-3-hydroxybenzyl (6-(benzo[d]oxazol-2-yl)naphthalen-2-yl)carbamate